BrC1=CC=C(C=C1)[C@@H](C)N (1R)-1-(4-bromophenyl)ethanamine